lithium (2,3,5,6-tetrafluoro-4'-vinyl-[1,1'-biphenyl]-4-yl)tris(2,3,5,6-tetrafluoro-4-(trifluoromethyl)phenyl)borate FC1=C(C(=C(C(=C1F)[B-](C1=C(C(=C(C(=C1F)F)C(F)(F)F)F)F)(C1=C(C(=C(C(=C1F)F)C(F)(F)F)F)F)C1=C(C(=C(C(=C1F)F)C(F)(F)F)F)F)F)F)C1=CC=C(C=C1)C=C.[Li+]